3-bromo-5'-(tert-butyl)-[1,1':3',1''-terphenyl] BrC=1C=C(C=CC1)C1=CC(=CC(=C1)C(C)(C)C)C1=CC=CC=C1